trans-N-[3-(4-cyclobutoxy-2-methoxypyridin-3-yl)-1-{[2-(trimethylsilyl)ethoxy]methyl}pyrrolo[2,3-b]pyridin-6-yl]-2-formylcyclopropane-1-carboxamide C1(CCC1)OC1=C(C(=NC=C1)OC)C1=CN(C2=NC(=CC=C21)NC(=O)[C@H]2[C@@H](C2)C=O)COCC[Si](C)(C)C